4-(6-chloro-5-(phenylsulfonylamino)pyridin-3-yl)-5,6-dihydropyridine-1(2H)-carboxylic acid tert-butyl ester C(C)(C)(C)OC(=O)N1CC=C(CC1)C=1C=NC(=C(C1)NS(=O)(=O)C1=CC=CC=C1)Cl